FC([C@H]1N(C(SC1)=O)C=1N=C2N(CCOC3=C2C=CC(=C3F)N[C@H](C(=O)N)C)C1)F (S)-2-((2-((R)-4-(difluoromethyl)-2-oxothiazolidin-3-yl)-8-fluoro-5,6-dihydrobenzo[f]imidazo[1,2-d][1,4]oxazepin-9-yl)amino)propionamide